C1(=CC=CC=C1)N1N=CC(=C1)C(=O)O 1-phenyl-1H-pyrazole-4-carboxylic acid